FC=1C=C(C=CC1F)N1N=CC(=C1)C(C(=O)N)C 2-(1-(3,4-difluorophenyl)-1H-pyrazol-4-yl)propanamide